4'-chloro-6',7'-dihydrospiro[cyclopropane-1,5'-pyrrolo[2,3-d]pyrimidine] ClC=1C2=C(N=CN1)NCC21CC1